(4-(((5-hydroxy-1,2,3,4-tetrahydronaphthalen-2-yl)(propyl)amino)methyl)piperidin-1-yl)(1H-1,2,3-triazol-5-yl)methanone OC1=C2CCC(CC2=CC=C1)N(CCC)CC1CCN(CC1)C(=O)C1=CN=NN1